NC1=C(C=2C(=NC=C(C2S1)F)C=1C2=C(C=3C=NC(=NC3C1F)N1CC(C1)N1CCN(CC1)C)COC2)C#N 2-Amino-7-fluoro-4-(5-fluoro-3-(3-(4-methylpiperazin-1-yl)azetidin-1-yl)-7,9-dihydrofuro[3,4-f]quinazolin-6-yl)thieno[3,2-c]pyridine-3-carbonitrile